Cl.Cl.N[C@H](CC1=C(C2=NC(=CC(=C2S1)NCC=1SC=CC1)Cl)C)CF 2-[(2R)-2-amino-3-fluoropropyl]-5-chloro-3-methyl-N-[(thiophen-2-yl)methyl]thieno[3,2-b]pyridin-7-amine dihydrochloride